OCCC1=C(O)C=CC(=C1)C(C)(C)C1=CC=C(C=C1)O beta-hydroxyethylbisphenol A